(2s,4s)-5-(4-chlorobenzyl)-8-(4-cyano-2-fluorophenyl)-6,9-dioxo-5,8-diazaspiro[3.5]nonane-2-carboxamide ClC1=CC=C(CN2C3(CC(C3)C(=O)N)C(N(CC2=O)C2=C(C=C(C=C2)C#N)F)=O)C=C1